N-Isopropyl-4-(3-isopropyl-2-(8-methoxy-[1,2,4]triazolo[1,5-a]pyridin-6-yl)-1H-indol-5-yl)-N-methylcyclohexanamin C(C)(C)N(C1CCC(CC1)C=1C=C2C(=C(NC2=CC1)C=1C=C(C=2N(C1)N=CN2)OC)C(C)C)C